5-(ethylcarbamoyl)-3,6-dihydropyridine-1(2H)-carboxylic acid tert-butyl ester C(C)(C)(C)OC(=O)N1CCC=C(C1)C(NCC)=O